C12(CC3CC(CC(C1)C3)C2)CNC(=O)C=2C=C3C=CN(C3=CC2)CC2=CC(=C(C(=O)OC)C=C2)OCC Methyl 4-((5-((((3r,5r,7r)-adamantan-1-yl)methyl)carbamoyl)-1H-indol-1-yl)methyl)-2-ethoxybenzoate